tert-butyl 3-(4-(2-amino-2-ketoethyl) phenyl)-2,2-dimethylpropionate NC(CC1=CC=C(C=C1)CC(C(=O)OC(C)(C)C)(C)C)=O